[Dy].[Ni].[Sb].[Sn] tin antimony nickel dysprosium